C1(CC1)C1=NC(=C(C#N)C=C1)NC=1C=NC=CC1C 6-cyclopropyl-2-((4-methylpyridin-3-yl)amino)nicotinonitrile